C1(=CC=CC2=CC=CC=C12)C(C)N1CCC(CC1)N(S(=O)(=O)C)CC(NNS(=O)(=O)C=C)=O N-(1-(1-(naphthalen-1-yl)ethyl)piperidin-4-yl)-N-(2-oxo-2-(2-(vinylsulfonyl)hydrazineyl)ethyl)methanesulfonamide